FC1=CC=C2CCCC3(C2=C1)SCCS3 7'-fluorospiro[1,3-dithiolane-2,1'-tetralin]